C(C)(C)(C)OC(=O)N1CCC(CC1)C(C)(O)C=1C=C(C(=C(C(=O)O)C1)C(C1=CC=C(C=C1)Cl)=O)F (+)-5-[1-(1-tert-butoxycarbonyl-4-piperidinyl)-1-hydroxy-ethyl]-2-(4-chlorobenzoyl)-3-fluoro-benzoic acid